[N+](=O)([O-])C=1C=C(C=CC1C1CCCCC1)C=CC[C@@H]1CNCC[C@H]1C1=CC=CC=C1 trans-3-[3-(3-nitro-4-cyclohexylphenyl)allyl]-4-phenylpiperidine